(6aR,10aR)-3-icosyl-6,6,9-trimethyl-6a,7,8,10a-tetrahydro-6H-benzo[c]chromen-1-ol C(CCCCCCCCCCCCCCCCCCC)C=1C=C(C=2[C@H]3[C@H](C(OC2C1)(C)C)CCC(=C3)C)O